C(#N)C=1C=NN2C1C(=CC(=C2)C=2N=NN(C2C)C2CCN(CC2)C#N)O[C@H](C)C2=CC=CC=C2 4-(4-[3-Cyano-4-[(1R)-1-phenyl-ethoxy]pyrazolo[1,5-a]pyridin-6-yl]-5-methyl-1,2,3-triazol-1-yl)piperidine-1-carbonitrile